2-(3-(2-(((3S,4S)-4-fluoropiperidin-3-yl)amino)pyrimidin-4-yl)-7-methoxyimidazo[1,2-b]pyridazin-6-yl)propan-2-ol F[C@@H]1[C@H](CNCC1)NC1=NC=CC(=N1)C1=CN=C2N1N=C(C(=C2)OC)C(C)(C)O